ethyl 2-[4-bromo-3-(3-acetamidopropanamido)indazol-1-yl]acetate BrC1=C2C(=NN(C2=CC=C1)CC(=O)OCC)NC(CCNC(C)=O)=O